C(C)(C)(C)OC(=O)NCCN1C=CC=2CCN(CC2C1=O)C(=O)OCC Ethyl 7-(2-{[(tert-butoxy) carbonyl] amino} ethyl)-8-oxo-1,2,3,4,7,8-hexahydro-2,7-naphthyridine-2-carboxylate